azoleacetophenone N1C(=CC=C1)CC(=O)C1=CC=CC=C1